C12CN(CC2C1)C1=NC2=C(C=C(C=C2C(N1C)=O)C)C(C)NC1=CC(=NC=C1C(=O)O)F 4-((1-(2-(3-azabicyclo[3.1.0]hexan-3-yl)-3,6-dimethyl-4-oxo-3,4-dihydroquinazolin-8-yl)ethyl)amino)-6-fluoronicotinic acid